6-(4-[2-[(2R,5S)-5-[(2S)-1-[6-oxo-5-(trifluoromethyl)-1,6-dihydropyridazin-4-yl]pyrrolidin-2-yl]oxolan-2-yl]acetyl]piperazin-1-yl)pyridine-3-carbonitrile O=C1C(=C(C=NN1)N1[C@@H](CCC1)[C@@H]1CC[C@@H](O1)CC(=O)N1CCN(CC1)C1=CC=C(C=N1)C#N)C(F)(F)F